N1(C=NC=C1)C1=CC=C(CN(C=2SC=C(N2)COCCN2CCOCC2)CC2=CC(=CC=C2)OC)C=C1 N-(4-(1H-imidazol-1-yl)benzyl)-N-(3-methoxybenzyl)-4-((2-morpholinoethoxy)methyl)thiazol-2-amine